COC1=C(C=CC(=C1)S(=O)(=O)C)NCC#CC=1N(C=2C=CC=C(C2C1)NC1CCN2CCCC2C1)CC(F)(F)F 2-(3-((2-methoxy-4-(methylsulfonyl)phenyl)amino)prop-1-yn-1-yl)-N-(octahydroindolizin-7-yl)-1-(2,2,2-trifluoroethyl)-1H-indol-4-amine